FC1=C(C=CC(=C1)[N+](=O)[O-])C 2-Fluoro-1-methyl-4-nitrobenzene